CC=1C=C(C=CC1OC#N)C1(CCCCC1)C1=CC(=C(C=C1)OC#N)C 1,1-Bis(3-methyl-4-cyanatophenyl)cyclohexan